triethoxy(n-butyl)silane C(C)O[Si](CCCC)(OCC)OCC